The molecule is the monohydrate form of doxycycline. A semi-synthetic tetracycline antibiotic, it is used to inhibit bacterial protein synthesis and treat non-gonococcal urethritis and cervicitis, exacerbations of bronchitis in patients with chronic obstructive pulmonary disease (COPD), and adult periodontitis. It has a role as an antibacterial drug. It contains a doxycycline. C[C@@H]1[C@H]2[C@@H]([C@H]3[C@@H](C(=O)C(=C([C@]3(C(=O)C2=C(C4=C1C=CC=C4O)O)O)O)C(=O)N)N(C)C)O.O